N-ethyl-5-fluoro-N-isopropyl-phenylbenzamide C(C)N(C(C1=C(C=CC=C1)C1=CC=CC(=C1)F)=O)C(C)C